FC(C1=CC=CC(=N1)C(=O)NCC1=NOCC1)(F)F 3-((6-(trifluoromethyl)picolinamido)methyl)-4,5-dihydroisoxazole